ClC=1C(=NC(=NC1)NC1CCOCC1)C1=CC=C2CN(C(C2=C1)=O)[C@@H](C(=O)N[C@H](CO)C1=NC(=CC=C1Cl)N1CCN(CC1)C)C (2R)-2-(6-{5-chloro-2-[(oxan-4-yl)amino]pyrimidin-4-yl}-1-oxo-2,3-dihydro-1H-isoindol-2-yl)-N-[(1S)-1-[3-chloro-6-(4-methylpiperazin-1-yl)pyridin-2-yl]-2-hydroxyethyl]propanamide